Cl.CS(=O)(=O)C1=CC=C(C=C1)C=1N=C2N(CC(CC2)C2CCNCC2)C1 2-(4-(methylsulfonyl)phenyl)-6-(piperidin-4-yl)-5,6,7,8-tetrahydroimidazo[1,2-a]pyridine hydrochloride